C(#N)C1=C(C(=CC(=C1)F)F)NC(COC=1C=CC=C2C(=NN(C12)C)C1C(NC(CC1)=O)=O)=O N-(2-Cyano-4,6-difluorophenyl)-2-((3-(2,6-dioxopiperidin-3-yl)-1-methyl-1H-indazol-7-yl)oxy)acetamide